3-(2-chloro-4'-(2-oxo-3-(2,2,2-trifluoroethyl)pyridin-1(2H)-yl)-[1,1'-biphenyl]-3-yl)piperidine-2,6-dione ClC1=C(C=CC=C1C1C(NC(CC1)=O)=O)C1=CC=C(C=C1)N1C(C(=CC=C1)CC(F)(F)F)=O